The molecule is a 7alpha-hydroxy steroid, a 12alpha-hydroxy steroid, a cholestanoid and a 3-oxo-Delta(4) steroid. It has a role as a human metabolite and a mouse metabolite. C[C@H](CCCC(C)C)[C@H]1CC[C@@H]2[C@@]1([C@H](C[C@H]3[C@H]2[C@@H](CC4=CC(=O)CC[C@]34C)O)O)C